2-methyl-N-(1-(2-(1-methyl-1H-pyrazol-4-yl)quinolin-4-yl)cyclopropyl)-5-((3aR,6aS)-5-methylhexahydropyrrolo[3,4-c]pyrrol-2(1H)-yl)benzamide CC1=C(C(=O)NC2(CC2)C2=CC(=NC3=CC=CC=C23)C=2C=NN(C2)C)C=C(C=C1)N1C[C@@H]2CN(C[C@@H]2C1)C